9,10-difluoro-9,10-bis(trifluoromethyl)-9,10-dihydroanthracene FC1(C2=CC=CC=C2C(C=2C=CC=CC12)(C(F)(F)F)F)C(F)(F)F